tert-butyl 5-[1-(cyclopropylmethyl)-7-(6-ethyl-2-methyl-3-pyridyl)-5-[4-(5-fluoro-3-methoxy-2-pyridyl)piperazine-1-carbonyl]indol-2-yl]-3,6-dihydro-2H-pyridine-1-carboxylate C1(CC1)CN1C(=CC2=CC(=CC(=C12)C=1C(=NC(=CC1)CC)C)C(=O)N1CCN(CC1)C1=NC=C(C=C1OC)F)C1=CCCN(C1)C(=O)OC(C)(C)C